C(C)(C)(C)OC(=O)N(C1=NC(=CC(=N1)C=1C(=C(C#N)C=CC1)C)Cl)C(=O)OC(C)(C)C 3-(2-bis(tert-butoxycarbonyl)amino-6-chloropyrimidin-4-yl)-2-methylbenzonitrile